[NH+]1=CCC2=CC(=CC=C12)S(=O)(=O)[O-] 3H-indol-1-ium-5-sulfonate